7,8-dichloro-10-(2-methoxyethoxy)-1,6-dimethyl-3,4,5,6-tetrahydroazepino[4,5-b]indol-2(1H)-one ClC1=C(C=C(C=2C3=C(N(C12)C)CCNC(C3C)=O)OCCOC)Cl